N-(2-aminoethyl)-8-(4-(trifluoromethyl)cyclohex-1-en-1-yl)quinoline-3-carboxamide NCCNC(=O)C=1C=NC2=C(C=CC=C2C1)C1=CCC(CC1)C(F)(F)F